[O-]O.C(C)(C)C1=C(C=CC=C1)C(C)C diisopropylbenzene monohydroperoxide